CC=1C=C(SC1)B(O)O (4-methylthiophen-2-yl)boronic acid